1,2-bis(2-mercaptoethyl-thio)ethane SCCSCCSCCS